6-[5-chloro-3-[(1S)-1-[[7-chloro-5-(trifluoromethyl)-1,3-benzoxazol-2-yl]amino]ethyl]pyrazin-2-yl]pyridine-3-carbonitrile ClC=1N=C(C(=NC1)C1=CC=C(C=N1)C#N)[C@H](C)NC=1OC2=C(N1)C=C(C=C2Cl)C(F)(F)F